(S)-2-amino-3-(4-(2-amino-4-((R)-1-(4-chloro-2-(5,6-dihydro-2H-pyran-3-yl)phenyl)-2,2,2-trifluoroethoxy)thieno[3,2-d]pyrimidin-7-yl)phenyl)propanoic acid hydrochloride Cl.N[C@H](C(=O)O)CC1=CC=C(C=C1)C1=CSC2=C1N=C(N=C2O[C@@H](C(F)(F)F)C2=C(C=C(C=C2)Cl)C=2COCCC2)N